1-(tert-butyl)-3-(1-(cyclohexylmethyl)-2-oxo-1,2,3,4-tetrahydroquinolin-6-yl)urea C(C)(C)(C)NC(=O)NC=1C=C2CCC(N(C2=CC1)CC1CCCCC1)=O